C(C)(=O)N[C@@H](C(=O)NCC1=CC=CC=C1)COC (R)-2-acetamido-N-benzyl-3-Methoxypropionamide